N-(1-(4-(2-(2-aminopyridin-3-yl)-3H-imidazo[4,5-b]pyridin-3-yl)benzyl)piperidin-4-yl)-5-cyanopicolinamide NC1=NC=CC=C1C1=NC=2C(=NC=CC2)N1C1=CC=C(CN2CCC(CC2)NC(C2=NC=C(C=C2)C#N)=O)C=C1